1-((2-(trimethylsilyl)ethoxy)methyl)-1,3-Dihydro-2H-pyrrolo[2,3-b]pyridin-2-one C[Si](CCOCN1C(CC=2C1=NC=CC2)=O)(C)C